C(=C/CCCC)/C1=CC2=CC=CC=C2C=C1 cis-2-(1-hexenyl)naphthalene